ClC1=CC=C(S1)C1=CC(=C(C2=C1OC(O2)(C)[C@@H]2CC[C@H](CC2)N(C)C)C)C(=O)NCC=2C(NC(=CC2SC)C)=O 7-(5-chlorothiophen-2-yl)-2-(trans-4-(dimethylamino)cyclohexyl)-2,4-dimethyl-N-((6-methyl-4-(methylthio)-2-oxo-1,2-dihydropyridin-3-yl)methyl)benzo[d][1,3]dioxole-5-carboxamide